N-myristyl-β-alaninate C(CCCCCCCCCCCCC)NCCC(=O)[O-]